C(C1=CC=CC=C1)OC=1C(=C(OCC(=O)OCC2=CC=CC=C2)C=C(C1)OC)C=O benzyl 2-(3-(benzyloxy)-2-formyl-5-methoxyphenoxy)acetate